ClC1=C(C=C(C=C1)F)C=1CCC(NC1C1=C(C=C(C=C1F)F)F)=O 5-(2-chloro-5-fluorophenyl)-6-(2,4,6-trifluorophenyl)-3,4-dihydropyridin-2(1H)-one